FC1=CC=C(C=C1)C1=NN2C(COC(C2)(C([2H])([2H])[2H])C([2H])([2H])[2H])=C1 2-(4-fluorophenyl)-6,6-bis(methyl-d3)-6,7-dihydro-4H-pyrazolo[5,1-c][1,4]oxazine